ClC1=CC(=C(N=N1)C(=O)NC([2H])([2H])[2H])NC1=C(C=C2C(=N1)N(N=C2)CC2=CC=C(C=C2)OC)S(=O)(=O)C 6-chloro-4-((1-(4-methoxybenzyl)-5-(methylsulfonyl)-1H-pyrazolo[3,4-b]pyridin-6-yl)amino)-N-(methyl-d3)pyridazine-3-carboxamide